6-bromo-2-(methylthio)-[1,2,4]triazolo[4',3':1,6]pyrido[2,3-d]pyrimidine BrC1=CC2=C(N=C(N=C2)SC)N2C1=NN=C2